C(C1=CC=CC=C1)N1CCC(CCC1)C=1C=C2CN(C(C2=CC1)=O)N1C(CCCC1=O)=O (5-(1-Benzylazepan-4-yl)-1-oxoisoindolin-2-yl)piperidine-2,6-dione